2-(4-chloro-3-fluorophenoxy)-N-[(3S)-3-hydroxy-4-{2-[(pyridin-3-yl)oxy]acetamido}bicyclo[2.2.2]octan-1-yl]acetamide ClC1=C(C=C(OCC(=O)NC23C[C@@H](C(CC2)(CC3)NC(COC=3C=NC=CC3)=O)O)C=C1)F